2,2-difluoro-N,N-dimethylacetamide FC(C(=O)N(C)C)F